(S)-N-((S)-cyano((S)-3,3-dimethylcyclohexyl)methyl)-4-methylbenzenesulfinamide C(#N)[C@@H](N[S@@](=O)C1=CC=C(C=C1)C)[C@@H]1CC(CCC1)(C)C